C(C(=O)NC=1C(=C(C(=O)O)C=CC1)O)(=O)NC=1C(=C(C(=O)O)C=CC1)O 4'-[oxalylbis(imino)]bis(2-hydroxybenzoic acid)